(S)-2-((4-(6-((4-cyano-2-fluorobenzyl)oxy)pyridin-2-yl)piperidin-1-yl)methyl)-N-(isopropylcarbamoyl)-1-(oxetan-2-ylmethyl)-1H-benzo[d]imidazole-6-sulfonamide C(#N)C1=CC(=C(COC2=CC=CC(=N2)C2CCN(CC2)CC2=NC3=C(N2C[C@H]2OCC2)C=C(C=C3)S(=O)(=O)NC(NC(C)C)=O)C=C1)F